Cl.N[C@@H]1CC[C@@H]2CN(C[C@@H]21)C2=NC1=C(N2CC2=NC=C(C#N)C=C2)C=CC=C1 6-((2-((3aR,4R,6aS)-4-Aminohexahydrocyclopenta[c]pyrrol-2(1H)-yl)-1H-benzo[d]imidazol-1-yl)methyl)nicotinonitril-hydrochlorid